tert-butyl 6-(4-methoxyphenyl)-2-azaspiro[3.3]hept-5-ene-2-carboxylate COC1=CC=C(C=C1)C1=CC2(CN(C2)C(=O)OC(C)(C)C)C1